5,5-dimethyl-6-phenyl-tetrahydro-2H-pyran-2-one CC1(CCC(OC1C1=CC=CC=C1)=O)C